(6-amino-2,3-dichloro-phenyl)-(2,6-difluoro-3-methoxy-phenyl)methanone hydrochloride Cl.NC1=CC=C(C(=C1C(=O)C1=C(C(=CC=C1F)OC)F)Cl)Cl